NC1=NC(=CC(=C1)[C@@H](C)NC1=NC(=NC2=CC(=C(C=C12)OCCOC1CC1)OC)C)C(F)(F)F (R)-N-(1-(2-Amino-6-(trifluoromethyl)pyridin-4-yl)ethyl)-6-(2-cyclopropoxyethoxy)-7-methoxy-2-methylquinazolin-4-amine